2-(3-oxa-7,9-diaza-bicyclo[3.3.1]nonan-7-yl)-5-(7-chloro-2-methyl-benzo[d]thiazol-6-yl)-3-methyl-3,7-dihydro-4H-pyrrolo[2,3-d]pyrimidin-4-one C12COCC(CN(C1)C=1N(C(C3=C(N1)NC=C3C3=C(C1=C(N=C(S1)C)C=C3)Cl)=O)C)N2